N-methoxyphthalimide CON1C(C=2C(C1=O)=CC=CC2)=O